(1R,2R,3R)-N-[7-chloro-6-[4-((3R,4R)-4-fluoro-3-methyl-tetrahydrofuran-3-yl)piperazin-4-ium-1-yl]-3-isoquinolyl]-2-methyl-3-(2-pyridyl)cyclopropanecarboxamide ClC1=C(C=C2C=C(N=CC2=C1)NC(=O)[C@@H]1[C@@H]([C@H]1C1=NC=CC=C1)C)N1CC[NH+](CC1)[C@@]1(COC[C@@H]1F)C